Cl.ClC1=C(C=CC=C1)NC(=O)NC1=C(C=C(C(=C1)C1=CC2=C(N=C(N=C2)NCC)N2C1=NCC2)C)F 1-(2-chlorophenyl)-3-(5-(2-(ethylamino)-8,9-dihydroimidazo[1',2':1,6]pyrido[2,3-d]pyrimidin-6-yl)-2-fluoro-4-methylphenyl)urea hydrochloride